CNC(O[C@@H]1CC[C@H](CC1)C(N(C[C@@H]1CC[C@H](CC1)C1=CC(=C(C=C1)OC)C)C1=CC(=CC=C1)C1=CC(=NS1)C1CC1)=O)=O trans-4-((3-(3-cyclopropylisothiazol-5-yl)phenyl)((trans-4-(4-methoxy-3-methylphenyl)cyclohexyl)methyl)carbamoyl)-cyclohexyl methylcarbamate